C(C)N(CC)CC1=CC(=C(C=C1)N1C(=NC(=C1)C1=NC(=NC=C1C(F)(F)F)NC1CCN(CC1)S(=O)(=O)C)C)F 4-(1-(4-((diethylamino)methyl)-2-fluorophenyl)-2-methyl-1H-imidazol-4-yl)-N-(1-(methylsulfonyl)piperidin-4-yl)-5-(trifluoromethyl)pyrimidin-2-amine